(7-(4-(5-methyl-1,2,4-oxadiazol-3-yl)phenyl)pyrazolo[1,5-a]pyridin-3-yl)(piperidin-1-yl)methanone CC1=NC(=NO1)C1=CC=C(C=C1)C1=CC=CC=2N1N=CC2C(=O)N2CCCCC2